3-(4-((2-azidoethyl)thio)-1-oxoisoindolin-2-yl)piperidine-2,6-dione N(=[N+]=[N-])CCSC1=C2CN(C(C2=CC=C1)=O)C1C(NC(CC1)=O)=O